6-fluoro-N-(3-iodophenyl)-N-methyl-quinazolin-4-amine FC=1C=C2C(=NC=NC2=CC1)N(C)C1=CC(=CC=C1)I